CC(C)(C)OC(=O)N[C@@H](CC1=C(C(=C(C(=C1F)F)F)F)F)C(=O)O Boc-pentafluoro-L-phenylalanine